tert-butyl 3-((6-bromopyridin-3-yl) oxy)-2-hydroxypropionate BrC1=CC=C(C=N1)OCC(C(=O)OC(C)(C)C)O